O1CCC(CC1)CNC(=O)C=1C=2C[C@@H]3[C@H](C2N(N1)C1=C(C=C(C=C1)Cl)Cl)C3 (1aR,5aR)-2-(2,4-Dichloro-phenyl)-1a,2,5,5a-tetrahydro-1H-2,3-diaza-cyclopropa[a]pentalene-4-carboxylic acid (tetrahydro-pyran-4-ylmethyl)-amide